N1(C=CC=C1)C(=S)[S-] 1-Pyrrolcarbodithioate